CN1C(C=CC=C1)=O 1-methylpyridin-2(1H)-on